(S)-tert-butyl 2-(2-(tert-butyldimethylsilyloxy)-1-hydroxyethyl)pyrrolidine-1-carboxylate [Si](C)(C)(C(C)(C)C)OCC(O)[C@H]1N(CCC1)C(=O)OC(C)(C)C